FC(OC1=CC=C(C(=N1)C)NC1=NC=CC(=N1)C(=O)NC=1C=NC=CC1C1=CC=CC=C1)F 2-((6-(difluoromethoxy)-2-methylpyridin-3-yl)amino)-N-(4-phenylpyridin-3-yl)pyrimidine-4-carboxamide